ethyl (2S,5R)-5-(benzyloxyamino)piperidine-2-carboxylate C(C1=CC=CC=C1)ON[C@@H]1CC[C@H](NC1)C(=O)OCC